5-(3-(1-methyl-1H-pyrazol-4-yl)pyrazolo[1,5-a]pyridin-5-yl)-2-(3,3,3-trifluoropropyl)-7H-pyrrolo[2,3-d]pyrimidine CN1N=CC(=C1)C=1C=NN2C1C=C(C=C2)C2=CNC=1N=C(N=CC12)CCC(F)(F)F